CC=1C(OC2(C1)CC1(CCCC1)CO2)=O 3-methyl-1,13-dioxadispiro[4.1.47.25]tridec-3-en-2-one